N-((1-(4-chloro-3-nitrophenyl)-1H-tetrazol-5-yl)methyl)-N-cyclohexylamine ClC1=C(C=C(C=C1)N1N=NN=C1CNC1CCCCC1)[N+](=O)[O-]